(E)-4-((S)-2-cyanopyrrolidin-1-yl)-N-(5-(3-((S)-1-((5-cyclopropyl-1H-pyrazol-3-yl)amino)-1-oxopropan-2-yl)phenyl)pyridin-2-yl)but-2-enamide C(#N)[C@H]1N(CCC1)C/C=C/C(=O)NC1=NC=C(C=C1)C1=CC(=CC=C1)[C@@H](C(=O)NC1=NNC(=C1)C1CC1)C